3-fluoro-1-methyl-4-(4,4,5,5-tetramethyl-1,3,2-dioxaborolan-2-yl)-1H-pyrazole FC1=NN(C=C1B1OC(C(O1)(C)C)(C)C)C